S1C(=NC(=C1)C(=O)[O-])C(=O)OCC 2,4-thiazoledicarboxylic acid, 2-ethyl ester